COC1=C2CCN(CC2=CC(=C1)C=1N=C(C(=NC1)N)OCC1=C(C=NC=C1)OC)C 5-(5-methoxy-2-methyl-1,2,3,4-tetrahydroisoquinolin-7-yl)-3-((3-methoxypyridin-4-yl)methoxy)pyrazin-2-amine